C(CCCC)OC(CCCCCCC\C=C/CCCCCC)=O (Z)-9-hexadecenoic acid amyl ester